(5S,6R)-6-(bicyclo[4.2.0]octa-1,3,5-trien-3-yl)-5-(4-(4-(dimethoxymethyl)piperidin-1-yl)phenyl)-5,6,7,8-tetrahydronaphthalen-2-ol C12=CC(=CC=C2CC1)[C@H]1[C@H](C=2C=CC(=CC2CC1)O)C1=CC=C(C=C1)N1CCC(CC1)C(OC)OC